BrC1=NN=C(N1)C1=CC=CC=C1 3-bromo-5-phenyl-4H-1,2,4-triazole